Methyl-(2-chloro-5-[1-(3-methylbenzyloxy-imino)-ethyl] benzyl) carbamate C(N)(OC(C1=C(C=CC(=C1)C(C)=NOCC1=CC(=CC=C1)C)Cl)C)=O